methyl 4-(2-acetoxyethoxy)-3-bromobenzoate C(C)(=O)OCCOC1=C(C=C(C(=O)OC)C=C1)Br